2-[18,30-Dichloro-32-methyl-20-oxo-15-oxa-8,9,10,21-tetraazahexacyclo[19.5.3.216,19.13,7.06,10.024,28]dotriaconta-1(26),3(32),4,6,8,16,18,24,27,30-decaen-2-yl]-2-methylpropanoic Acid ClC=1C=C2OCCCCN3N=NC4=C3C=CC(C(C3=CC=C5CCN(C(C1C(=C2)Cl)=O)CC5=C3)C(C(=O)O)(C)C)=C4C